3-bromo-N-[1-[3-[5-(2,2,2-trifluoroethoxy)pyrimidin-2-yl]pyrazin-2-yl]ethyl]-5-(trifluoromethyl)benzamide BrC=1C=C(C(=O)NC(C)C2=NC=CN=C2C2=NC=C(C=N2)OCC(F)(F)F)C=C(C1)C(F)(F)F